C(C)C1=CC=2C(=CC(=NC2C=2N1C=NC2C)C)O 6-Ethyl-2,10-dimethylimidazo[1,5-h][1,7]naphthyridin-4-ol